[Si](C)(C)(C(C)(C)C)OCC1=C(N)C=C(C=C1)Br 2-(tert-butyldimethylsilanyloxymethyl)-5-bromoaniline